N-(1,3-dihydroxy-2-(hydroxymethyl)propan-2-yl)-1-(4-(3-((1r,7r)-3,5-dimethyladamantan-1-yl)ureido)-3-fluorobenzyl)piperidine-4-carboxamide OCC(CO)(CO)NC(=O)C1CCN(CC1)CC1=CC(=C(C=C1)NC(=O)NC12CC3(CC(CC(C1)C3)(C2)C)C)F